N-((1S)-1-(1-(5-((ethyl(methyl)(oxo)-λ6-sulfaneylidene)amino)pyridin-2-yl)-1H-1,2,4-triazol-5-yl)ethyl)-3-methyl-5-(trifluoromethoxy)benzamide C(C)S(=O)(C)=NC=1C=CC(=NC1)N1N=CN=C1[C@H](C)NC(C1=CC(=CC(=C1)OC(F)(F)F)C)=O